Cl.COC(C(C)(C)N)=O.[Pd](Cl)Cl palladium dichlorid Methyl-α-aminoisobutyrate hydrochloride